C12(CC3CC(CC(C1)C3)C2)C=2C=C(C=C(C2)C(C)(C)C)C2=CC=CC=C2 3-((3r,5r,7r)-adamantan-1-yl)-5-(tert-butyl)-[1,1'-biphenyl]